2-(4-((2-(4-(5-chloropyrimidin-2-yl)piperazin-1-yl)-5-oxo-6,7-dihydrothieno[3,2-d]pyrimidin-4-yl)amino)-2-fluorophenyl)acetic acid sodium salt [Na+].ClC=1C=NC(=NC1)N1CCN(CC1)C=1N=C(C2=C(N1)CCS2=O)NC2=CC(=C(C=C2)CC(=O)[O-])F